C(=C)C1=CC(=CC=C1)C=C m-divinyl-benzene